C(C)(C)(C)NC(=O)C=1C=CC=C2C(=C(N3C(C12)=NC=N3)C(=O)OC)O methyl 10-(tert-butylcarbamoyl)-6-hydroxy-[1,2,4]triazolo[5,1-a]isoquinoline-5-carboxylate